5-amino-N-(4-(3,4-difluorophenyl)-5-(oxetan-3-yl)thiazol-2-yl)-3-methylpyridine-2-sulfonamide NC=1C=C(C(=NC1)S(=O)(=O)NC=1SC(=C(N1)C1=CC(=C(C=C1)F)F)C1COC1)C